O1CCC2=C1C(=CC=C2)N2/C(/SCC2=O)=N/C(=O)NC2=C(C=C(C=C2)C2=NN(C=N2)C2=CC=C(C=C2)OC(F)(F)F)F (Z)-1-(3-(2,3-Dihydrobenzofuran-7-yl)-4-oxothiazolidin-2-ylidene)-3-(2-fluoro-4-(1-(4-(trifluoromethoxy)phenyl)-1H-1,2,4-triazol-3-yl)phenyl)urea